CC1=CC(=NN1C1CC(C1)O)C(F)(F)F (1r,3r)-3-(5-methyl-3-(trifluoromethyl)-1H-pyrazol-1-yl)cyclobutan-1-ol